N-(2-(1H-pyrazol-1-yl)ethyl)-5-(3-methylthiophene-2-yl)isoxazole-3-carboxamide N1(N=CC=C1)CCNC(=O)C1=NOC(=C1)C=1SC=CC1C